2-oxoethyl 4-(aminomethyl)benzoate hydrochloride Cl.NCC1=CC=C(C(=O)OCC=O)C=C1